CC1=CN=C(C(=N1)C1=NOC(N1)=O)NC1=CC=C(C=C1)C(F)(F)F 3-[6-methyl-3-[4-(trifluoromethyl)anilino]pyrazin-2-yl]-4H-1,2,4-oxadiazol-5-one